F[C@@H]1[C@@H](C1)C1=NC(=NO1)C1(CCN(CC1)C(=O)NC1=C(C=CC=C1)N1CCN(CC1)C(C)C)C 4-(5-((1S,2S)-2-fluorocyclopropyl)-1,2,4-oxadiazol-3-yl)-N-(2-(4-isopropylpiperazin-1-yl)phenyl)-4-methylpiperidine-1-carboxamide